ethyl trifluoroacetate trifluoroethyl-acetate FC(COC(C)=O)(F)F.FC(C(=O)OCC)(F)F